CC=1C=C(C=C(C1)C)C1=NN(C(=C1O)C)C 3-(3,5-Dimethylphenyl)-1,5-dimethyl-pyrazol-4-ol